3-amino-1,3,3-trideuterio-1-(4-fluorophenyl)propan-1-ol NC(CC(O)(C1=CC=C(C=C1)F)[2H])([2H])[2H]